(S)-2-amino-N-(4-ethyl-4-hydroxy-10,11-dimethyl-3,14-dioxo-3,4,12,14-tetrahydro-1H-pyrano[3',4':6,7]indolizino[1,2-b]quinolin-9-yl)acetamide HCl salt Cl.NCC(=O)NC1=C(C=2C(=C3C(=NC2C=C1)C1=CC2=C(C(N1C3)=O)COC([C@]2(O)CC)=O)C)C